[4-(benzyloxy)-3-methylphenyl]boronic acid C(C1=CC=CC=C1)OC1=C(C=C(C=C1)B(O)O)C